6-benzoyl-cytosine C(C1=CC=CC=C1)(=O)C1=CC(=NC(N1)=O)N